C[N+](C)(C)NCCC(=O)[O-] The molecule is an ammonium betaine that is beta-alaninate in which one of the amino hydrogens is replaced by a trimethylamino group. A clinically used cardioprotective drug that is used for treatment of heart failure, myocardial infarction, arrhythmia, atherosclerosis and diabetes. It has a role as a cardioprotective agent, a neuroprotective agent and an EC 1.14.11.1 (gamma-butyrobetaine dioxygenase) inhibitor.